2-((4-(7-(((1r,4r)-4-(cyclobutanesulfonamido)-1-hydroxycyclohexyl)methyl)-2,7-diazaspiro[3.5]nonan-2-yl)pyrimidin-5-yl)oxy)-N-ethyl-5-fluoro-N-isopropylbenzamide C1(CCC1)S(=O)(=O)NC1CCC(CC1)(O)CN1CCC2(CN(C2)C2=NC=NC=C2OC2=C(C(=O)N(C(C)C)CC)C=C(C=C2)F)CC1